tert-Butyl (5-aminohexyl)carbamate NC(CCCCNC(OC(C)(C)C)=O)C